(1s,3s)-3-(difluoromethyl)cyclobutane-1-amine hydrochloride Cl.FC(C1CC(C1)N)F